FC(OC1=CC(=C(C=C1F)NS(=O)(=O)C1=CNC=C1CC1=C(C=CC=C1)F)F)F N-[4-(difluoromethoxy)-2,5-difluorophenyl]-4-[(2-fluorophenyl)methyl]-1H-pyrrole-3-sulfonamide